Hydrogen Malate C(C(O)CC(=O)[O-])(=O)O